1-(2-trimethylsilylethoxymethyl)-1,2,4-triazole-3-thiol C[Si](CCOCN1N=C(N=C1)S)(C)C